(2R,3R,4S,5R,6S)-2-(acetoxymethyl)-6-((3-aminopropyl)thio)tetrahydro-2H-pyran-3,4,5-triyl triacetate C(C)(=O)O[C@@H]1[C@H](O[C@H]([C@@H]([C@H]1OC(C)=O)OC(C)=O)SCCCN)COC(C)=O